NC1=C(C=C(C=C1)C1=CC=C(C=C1)F)NC(C1=CC=C(C=C1)[S@@](=O)(=N)C=1C=NC=NC1)=O |o1:22| rel-(S)-N-[2-amino-5-(4-fluorophenyl)phenyl]-4-(pyrimidin-5-ylsulfonimidoyl)benzamide